methyl (4R,5R)-5-amino-2-((R)-3-methyl-1-((S)-3-phenyl-2-(pyrazine-2-carboxamido)propanamido) butyl)-6-oxo-1,3,2-dioxaborinane-4-carboxylate N[C@@H]1[C@@H](OB(OC1=O)[C@H](CC(C)C)NC([C@H](CC1=CC=CC=C1)NC(=O)C1=NC=CN=C1)=O)C(=O)OC